N-(2,5-dichlorophenyl)benzamide ClC1=C(C=C(C=C1)Cl)NC(C1=CC=CC=C1)=O